1-(4-fluoro-2-vinylphenyl)ethan-1-one FC1=CC(=C(C=C1)C(C)=O)C=C